C(#N)C1=CC(=C(CSC2=CC=NN2C2CCN(CC2)CC2=NC3=C(N2CC2=CN=CN2CC)C=C(C=C3)C(=O)O)C=C1)F 2-((4-(5-((4-cyano-2-fluorobenzyl)thio)-1H-pyrazol-1-yl)piperidin-1-yl)methyl)-1-((1-ethyl-1H-imidazol-5-yl)methyl)-1H-benzo[d]imidazole-6-carboxylic acid